NC1=C(C=CC=C1)C=1SC2=C(N1)C=CC=C2 2-(2'-aminophenyl)benzothiazole